(1R,3S,5R)-2-(2-(4-amino-6-fluoro-7-methyl-9H-pyrimido[4,5-b]indol-9-yl)acetyl)-N-(6-bromopyridin-2-yl)-2-azabicyclo[3.1.0]hexane-3-carboxamide NC1=NC=NC=2N(C3=CC(=C(C=C3C21)F)C)CC(=O)N2[C@@H]1C[C@@H]1C[C@H]2C(=O)NC2=NC(=CC=C2)Br